C1(=CC=CC=C1)C=1N=C(OC1C1=CC=CC=C1)CCC(=O)O 3-(4,5-diphenyl-1,3-oxazol-2-yl)propionic acid